((S)-4,4-difluoro-1-((1-hydroxycyclopropyl)methyl)pyrrolidin-3-yl)-4-(3-(5-fluoro-2-methoxypyridin-4-yl)-1H-pyrazole-5-carbonyl)-4-azaspiro[2.5]octane-7-carboxamide FC1([C@H](CN(C1)CC1(CC1)O)C1CC12N(CCC(C2)C(=O)N)C(=O)C2=CC(=NN2)C2=CC(=NC=C2F)OC)F